C(#N)C1=C2C(=NC=C1OC1=CC(=NC=C1)NC(N(C)C)=O)N=C(N2C)NC2=NN1C(C(OCC1)(C)C)=C2 3-(4-((7-cyano-2-((4,4-dimethyl-6,7-dihydro-4H-pyrazolo[5,1-c][1,4]oxazin-2-yl)amino)-1-methyl-1H-imidazo[4,5-b]pyridin-6-yl)oxy)pyridin-2-yl)-1,1-dimethylurea